1,5-dimethyl-2-pentyl-3-(2-amino-2-oxoethyl)-1H-indole CN1C(=C(C2=CC(=CC=C12)C)CC(=O)N)CCCCC